C1(=CC=CC=C1)P(C=1C=C(N(C1)C(=O)Cl)CP(C1=CC=CC=C1)C1=CC=CC=C1)C1=CC=CC=C1 (2s,4s)-4-(diphenylphosphino)-2-((diphenylphosphino)methyl)-pyrrole-1-carbonyl chloride